C(C)(C)(C)OC(=O)N1CCN(CC1)C=1C=CC2=C(C=C(O2)C2=NN=NN2)C1 4-[2-(1H-tetrazol-5-yl)-benzofuran-5-yl]-piperazine-1-carboxylic acid tert-butyl ester